2-iodo-adenine IC1=NC(=C2NC=NC2=N1)N